C(CCCCCCCCCCCCCCCCCCCCCCCCCCC)(=O)[O-].[Al+3].C(CCCCCCCCCCCCCCCCCCCCCCCCCCC)(=O)[O-].C(CCCCCCCCCCCCCCCCCCCCCCCCCCC)(=O)[O-] Aluminium montanate